COC(C1=C(C=C(C=C1)O)OCC1=CC(=CC=C1)F)=O 3-fluorobenzyloxy-4-hydroxybenzoic acid methyl ester